Cl.N[C@H](C)C1=CC=C(C=C1)C1=C(C=C(C=2NC(C3=CC=CC=C3C12)=O)C)OC (R)-1-(4-(1-aminoethyl)phenyl)-2-methoxy-4-methyl-6(5H)-phenanthridinone hydrochloride